2-oxa-octylboric acid C(OCCCCCC)OB(O)O